CC=1C=C2C(C=C(OC2=CC1)N1CCC(CC1)C(NC)=O)=O 6-Methyl-2-[4-(methylcarbamoyl)-1-piperidyl]-4-oxo-chromen